4-cyclohexenoxy terephthalate C(C1=CC=C(C(=O)[O-])C=C1)(=O)OOC1CCC=CC1